(R)-2-(6-(2-(2-fluoro-6-(trifluoromethyl)benzyl)-2H-tetrazol-5-yl)pyridin-2-yl)-2-hydroxy-propane-1-sulfonamide FC1=C(CN2N=C(N=N2)C2=CC=CC(=N2)[C@@](CS(=O)(=O)N)(C)O)C(=CC=C1)C(F)(F)F